2-methyl-1-[[6-methyl-4-[3-(trifluoromethyl)-7,8-dihydro-5H-1,6-naphthyridin-6-yl]quinazolin-2-yl]amino]propan-2-ol CC(CNC1=NC2=CC=C(C=C2C(=N1)N1CC=2C=C(C=NC2CC1)C(F)(F)F)C)(C)O